(S)-N-(amino(4-(2-hydroxypropan-2-yl)thiazol-2-yl)(oxo)-λ6-sulfaneylidene)-2-(4-cyano-3-fluoro-2,6-diisopropylphenyl)acetamide N[S@@](=NC(CC1=C(C(=C(C=C1C(C)C)C#N)F)C(C)C)=O)(=O)C=1SC=C(N1)C(C)(C)O